[N+](=O)([O-])NC1NCCN1 N-nitroimidazolidin-2-ylamine